C(C1=CC=CC=C1)(C1=CC=CC=C1)(C1=CC=CC=C1)SCCCN1CCN(CC1)CCO 2-(4-(3-(tritylthio)propyl)piperazin-1-yl)ethan-1-ol